CN(C(OC(C)(C)C)=O)C1CCC(CC1)CS(=O)(=O)C tert-butyl N-methyl-N-[(1r,4r)-4-(methanesulfonylmethyl)cyclohexyl]carbamate